3-amino-3-(2,3-dichlorophenyl)propionitrile HCl salt Cl.NC(CC#N)C1=C(C(=CC=C1)Cl)Cl